N-(6-cyanopyrazin-4-yl)cyclopropanesulphonamide copper indium [In].[Cu].C(#N)C1=CN(CC=N1)NS(=O)(=O)C1CC1